6-bromo-N-[(1R)-1-(3-{1,1-difluoro-2-methyl-2-[(triethylsilyl)oxy]propyl}-2-fluorophenyl)ethyl]-2-methyl-7-(trifluoromethyl)pyrido[2,3-d]pyrimidin-4-amine BrC1=CC2=C(N=C(N=C2N[C@H](C)C2=C(C(=CC=C2)C(C(C)(O[Si](CC)(CC)CC)C)(F)F)F)C)N=C1C(F)(F)F